(1r,3r)-3-fluorocyclobutyl (3-(3,3-difluorocyclobutyl)-4-isopropyl-1-methyl-1H-pyrazol-5-yl)carbamate FC1(CC(C1)C1=NN(C(=C1C(C)C)NC(OC1CC(C1)F)=O)C)F